(R)-5-{4-[4-(4,6-dimethyl-1H-indazol-3-yl)piperidine-1-carbonyl]phenyl}-5-methyl-imidazolidine-2,4-dione CC1=C2C(=NNC2=CC(=C1)C)C1CCN(CC1)C(=O)C1=CC=C(C=C1)[C@@]1(C(NC(N1)=O)=O)C